ClC=1C=C(OCC(=O)N[C@H]2CO[C@@H](OC2)C(=O)O)C=CC1Cl trans-5-[2-(3,4-dichlorophenoxy)acetamido]-1,3-dioxane-2-carboxylic acid